4-(2-(4-((6-((4-cyano-2-fluorobenzyl)oxy)pyridin-2-yl)oxy)piperidin-1-yl)acetamido)-3-(((1-ethyl-1H-imidazol-5-yl)methyl)amino)benzoic acid C(#N)C1=CC(=C(COC2=CC=CC(=N2)OC2CCN(CC2)CC(=O)NC2=C(C=C(C(=O)O)C=C2)NCC2=CN=CN2CC)C=C1)F